BrC=1C=C(C=NC(C(=O)O)C(C)C)C=C(C1)OC(C1=CC=C(C=C1)C)=O 2-(3-bromo-5-(4-methylbenzoyl-oxy)benzylideneamino)-3-methylbutanoic acid